C(CCCCCCCCCCCCCCCCCCCCC)OC1=CC=C(C=C1)S(=O)(=O)C=1C=NC2=CC=C(C=C2C1N1CCC(CC1)N1CCC(CC1)N1CCN(CC1)C)S(=O)C 3-((4-(docosyloxy)phenyl)sulfonyl)-4-(4-(4-methylpiperazin-1-yl)-[1,4'-bipiperidin]-1'-yl)-6-(methylsulfinyl)quinoline